propyl-L-Lysine C(CC)N[C@@H](CCCCN)C(=O)O